1-[(3R)-3-[4-amino-3-(4-phenoxyphenyl)-1H-pyrazolo[3,4-D]pyrimidin-1-yl]-1-piperidyl]-2-propen-1-one NC1=C2C(=NC=N1)N(N=C2C2=CC=C(C=C2)OC2=CC=CC=C2)[C@H]2CN(CCC2)C(C=C)=O